NC1=NC=C(C2=C1C(=C(N2C)C2=C(C=C(C=C2)NC(C(=C)F)=O)C)C2=CC(=C(C(=O)NCC(F)(F)F)C=C2)OC)Br 4-(4-Amino-7-bromo-2-{4-[(2-fluoroacrylamido)]-2-methylphenyl}-1-methylpyrrolo[3,2-c]pyridin-3-yl)-2-methoxy-N-(2,2,2-trifluoroethyl)benzamide